1-(4-(4-chloro-2-fluorophenoxy)-3-(6-methyl-7-oxo-6,7-dihydro-1H-pyrrolo[2,3-c]pyridin-4-yl)phenyl)pyrrolidine-2,5-dione ClC1=CC(=C(OC2=C(C=C(C=C2)N2C(CCC2=O)=O)C=2C3=C(C(N(C2)C)=O)NC=C3)C=C1)F